C1(CCCCC1)C=1C(=CC(=C(C1)C(C1=CC(=CC=C1)O)C1=C(C=C(C(=C1)C1CCCCC1)O)C)C)O bis(5-cyclohexyl-4-hydroxy-2-methylphenyl)-3-hydroxyphenyl-methane